2-amino-4-(2,6-dichlorophenyl)-3-cyano-7,7-dimethyl-5-oxo-tetrahydrobenzopyran NC1OC=2C(C(C1C#N)C1=C(C=CC=C1Cl)Cl)C(CC(C2)(C)C)=O